C(C1=CC=CC=C1)(=O)O[C@@H]1[C@@H](OCC1)C(=O)N1CCC(CC1)[C@@H](N[S@@](=O)C(C)(C)C)C1=C(C=C(C(=C1)Cl)C)O (2R,3S)-2-[4-[(R)-(5-chloro-2-hydroxy-4-methylphenyl)([[(S)-2-methylpropane-2-sulfinyl]amino])methyl]piperidine-1-carbonyl]oxolan-3-yl benzoate